2-(benzo[d]thiazol-2-yl)-6-(2-(benzo[d]thiazol-2-yl)-4-methoxyphenoxy)-3-(4-fluoro-1H-pyrazol-1-yl)-4-methoxyphenol S1C(=NC2=C1C=CC=C2)C2=C(C(=CC(=C2N2N=CC(=C2)F)OC)OC2=C(C=C(C=C2)OC)C=2SC1=C(N2)C=CC=C1)O